2-[3-[3-(5-benzyloxy-3-pyridyl)-1-tetrahydropyran-2-yl-indazol-5-yl]oxypropoxy]ethanol C(C1=CC=CC=C1)OC=1C=C(C=NC1)C1=NN(C2=CC=C(C=C12)OCCCOCCO)C1OCCCC1